CC1=CC=C(C2=C1OCC21CC1)OC=1N=CC(=NC1)N1C(NC2(CC2)C1=O)=O 6-[5-(7-methyl-spiro[2H-benzofuran-3,1'-cyclopropan]-4-yl)oxy-pyrazin-2-yl]-4,6-diazaspiro[2.4]heptane-5,7-dione